[Mg].[Hg].[Ga].[Se] selenium-gallium-mercury-magnesium